8-(1H-indol-3-yl)-N-(1-(4-nitrophenyl)pyrrolidin-3-yl)imidazo[1,2-b]pyridazin-6-amine N1C=C(C2=CC=CC=C12)C=1C=2N(N=C(C1)NC1CN(CC1)C1=CC=C(C=C1)[N+](=O)[O-])C=CN2